NC1=C(C2=C(S1)C(C(CC2)(CCCO)CC2CC2)=O)C(=O)N 2-Amino-6-(cyclopropylmethyl)-6-(3-hydroxypropyl)-7-oxo-4,5,6,7-tetrahydrobenzo[b]thiophene-3-carboxamide